2-chloro-4-hydroxy-6,7-dimethoxyquinazoline ClC1=NC2=CC(=C(C=C2C(=N1)O)OC)OC